ClC=1C(=NC2=CC(=CC(=C2C1)C(C)=O)C)C1=CC=NN1C 1-(3-chloro-7-methyl-2-(1-methyl-1H-pyrazol-5-yl)quinolin-5-yl)ethan-1-one